beta-D-fructofuranosyl alpha-D-glucopyranoside O([C@@H]1[C@H](O)[C@@H](O)[C@H](O)[C@H](O1)CO)[C@@]1(CO)[C@@H](O)[C@H](O)[C@H](O1)CO